C(C)N(C(=O)Cl)CC N,N-diethyl-chloroformic amide